(S)-N-(3-(1-((2-ethyl-2H-pyrazolo[3,4-b]pyrazin-6-yl)amino)ethyl)phenyl)-3-fluoro-4-methylbenzamide C(C)N1N=C2N=C(C=NC2=C1)N[C@@H](C)C=1C=C(C=CC1)NC(C1=CC(=C(C=C1)C)F)=O